tert-butyl-rel-(1R,6S)-8,8-dioxo-1-({[(CIS)-4-phenylcyclohexyl]oxy}methyl)-11-oxa-8lambda6-thia-2,7-diazaspiro[5.6]dodecane-2-carboxylate C(C)(C)(C)OC(=O)N1[C@H]([C@]2(CCC1)NS(CCOC2)(=O)=O)CO[C@@H]2CC[C@@H](CC2)C2=CC=CC=C2 |o1:8,9|